OC=1C=C2CCN(CC2=CC1OC)CCC=1SC(=CC1)C1=C(C(=CC=C1)OC)F 6-Hydroxy-7-methoxy-2-(2-(5-(2-fluoro-3-methoxyphenyl)thiophen-2-yl)-ethyl)-1,2,3,4-tetrahydroisoquinoline